6-((1R,2R)-2-(1-Methyl-1H-pyrazol-3-yl)cyclobutyl)-4-oxo-1-((S)-1-(6-(trifluoromethyl)pyridin-3-yl)ethyl)-4,5-dihydro-1H-pyrazolo[3,4-d]pyrimidin-3-carbonitril CN1N=C(C=C1)[C@H]1[C@@H](CC1)C=1NC(C2=C(N1)N(N=C2C#N)[C@@H](C)C=2C=NC(=CC2)C(F)(F)F)=O